6-(3-fluorophenyl)pyrazine FC=1C=C(C=CC1)C1=CN=CC=N1